COC1=CC=C(N=N1)NC(=O)C1=C(C=CC=C1)NC(CCN1CCN(CC1)CCNC(OC(C)(C)C)=O)=O tert-butyl (2-(4-(3-((2-((6-methoxypyridazin-3-yl)carbamoyl)phenyl)amino)-3-oxopropyl)piperazin-1-yl)ethyl)carbamate